FC1=CC=C(C=C1)C1C=2C(=NC(C1NC(C1=CC(=CC=C1)C(F)(F)F)=O)=O)N(NC2C(=O)O)C2=CC=CC=C2 4-(4-fluorophenyl)-6-oxo-1-phenyl-5-[3-(trifluoromethyl)benzamido]-4H,5H-pyrazolo[3,4-b]pyridine-3-carboxylic acid